(2S)-2-[[2-(3-methyl-4-methylsulfonyl-anilino)-5-[5-(trifluoromethyl)-1,3,4-oxadiazol-2-yl]pyrimidin-2-yl]amino]-2-phenyl-ethanol CC=1C=C(NC2(NC=C(C=N2)C=2OC(=NN2)C(F)(F)F)N[C@H](CO)C2=CC=CC=C2)C=CC1S(=O)(=O)C